N-(trans-4-morpholinocyclohexyl)-5-(pyrazolo[1,5-a]pyridin-5-yl)-7H-pyrrolo[2,3-d]pyrimidin-4-amine O1CCN(CC1)[C@@H]1CC[C@H](CC1)NC=1C2=C(N=CN1)NC=C2C2=CC=1N(C=C2)N=CC1